(S)-4-(1-(4-(benzyloxy)-5-methoxy-2-nitrobenzoyl)-2-(((tert-butyldimethylsilyl)oxy)methyl)-1,2,3,6-tetrahydropyridin-4-yl)-N-methylbenzenesulfonamide C(C1=CC=CC=C1)OC1=CC(=C(C(=O)N2[C@@H](CC(=CC2)C2=CC=C(C=C2)S(=O)(=O)NC)CO[Si](C)(C)C(C)(C)C)C=C1OC)[N+](=O)[O-]